COC1CC(N(CC1)C(=O)OC(C)(C)C)C(=O)ON1C(C2=CC=CC=C2C1=O)=O O1-tert-Butyl O2-(1,3-dioxoisoindolin-2-yl) 4-methoxypiperidine-1,2-dicarboxylate